FN1C=CC(C2=CC=C(C=C12)N1CC(NCC1)C)=O fluoro-7-(3-methylpiperazin-1-yl)-quinolin-4(1H)-one